(R)-N-(1-(3-fluoro-5-(trifluoromethyl)phenyl)ethyl)-4-methyl-7-morpholinophthalazin-1-amine FC=1C=C(C=C(C1)C(F)(F)F)[C@@H](C)NC1=NN=C(C2=CC=C(C=C12)N1CCOCC1)C